OC1=C(C=O)C(=CC=C1)OC[C@H]1N(CCOC1)C(=O)C1=NC=CN=C1CCOC (S)-2-hydroxy-6-((4-(3-(2-methoxyethyl)pyrazine-2-carbonyl)morpholin-3-yl)-methoxy)benzaldehyde